[2-(3-vinyl-4,4-difluoropiperidin-1-yl)-6-methylpyrimidine-4-yl]methanol C(=C)C1CN(CCC1(F)F)C1=NC(=CC(=N1)CO)C